COC(C=CCC1=CC(=C(C=C1)O)OC)=O 4-(4-hydroxy-3-methoxyphenyl)-but-2-enoic acid methyl ester